(S)-N1-(1-(2-((1S,2R,4R)-bicyclo[2.2.1]heptan-2-ylamino)-2-oxoethyl)-2-oxo-1,2-dihydropyridin-3-yl)-N6-methyl-2-(3-methylbenzofuran-2-carboxamido)-5-oxohexanediamide [C@H]12[C@@H](C[C@H](CC1)C2)NC(CN2C(C(=CC=C2)NC([C@H](CCC(C(=O)NC)=O)NC(=O)C=2OC1=C(C2C)C=CC=C1)=O)=O)=O